CN1N=C2C(=CC(=CC2=C1)C1=CC2=C(N=N1)N=C(S2)N(C2CC(NC(C2)(C)C)(C)C)C)C 3-(2,7-Dimethyl-2H-indazol-5-yl)-N-methyl-N-(2,2,6,6-tetramethylpiperidin-4-yl)[1,3]thiazolo[4,5-c]pyridazin-6-amin